2-(4-cyclopropyl-6-methoxypyrimidin-5-yl)-6-(4-hydroxy-1-methylpiperidin-4-yl)-8-({4-[1-isopropyl-4-(trifluoromethyl)imidazol-2-yl]phenyl}methyl)pyrido[2,3-d]pyrimidin-7-one C1(CC1)C1=NC=NC(=C1C=1N=CC2=C(N1)N(C(C(=C2)C2(CCN(CC2)C)O)=O)CC2=CC=C(C=C2)C=2N(C=C(N2)C(F)(F)F)C(C)C)OC